CO[Si](CCCCCCCC[SiH2]C(NCCC[Si](C)(OC)OC)NCCC[Si](OC)(OC)C)(OC)OC 1-trimethoxysilyl-8-bis(methyldimethoxysilylpropylamino)methylsilyl-octane